ETHYL 1-(5-(N-(6-METHOXY-1-METHYL-1H-INDAZOL-7-YL)SULFAMOYL)PYRIDIN-2-YL)-5-METHYL-1H-PYRAZOLE-4-CARBOXYLATE COC1=CC=C2C=NN(C2=C1NS(=O)(=O)C=1C=CC(=NC1)N1N=CC(=C1C)C(=O)OCC)C